C(C)(=O)N1CC(CCC1)C=1N=CN(C1)C1=C(C=C(C=N1)NC(CC1=C(C(=CC=C1)C(F)(F)F)F)=O)F N-(6-(4-(1-acetylpiperidin-3-yl)-1H-imidazol-1-yl)-5-fluoropyridin-3-yl)-2-(2-fluoro-3-(trifluoromethyl)phenyl)acetamide